FC=1C(=C(C=O)C=CC1OC)O fluoro-2-hydroxy-4-methoxybenzaldehyde